C(CCCCCCCCCCC(C(=O)N)I)C(C(=O)N)I undecylenebis(iodoacetamide)